tert-butyl 4-(1-(6-((4-methoxybenzyl)amino)-2-methylthiazolo[4,5-b]pyrazin-5-yl)-1,3-dioxopentan-2-yl)piperazine-1-carboxylate COC1=CC=C(CNC=2N=C3C(=NC2C(C(C(CC)=O)N2CCN(CC2)C(=O)OC(C)(C)C)=O)N=C(S3)C)C=C1